N[C@H]1[C@@H](O[C@@H]([C@H]1O)CO)N1C(=O)N=C(N)C=C1 2'-amino-deoxycytidine